OC1=C(C=CC(=C1)O)C1=NC2=C(N1)C=C(C=C2)C=2C=C1C(N(C=NC1=CC2)CCN2CCOCC2)=O 6-(2-(2,4-Dihydroxyphenyl)-1H-benzo[d]imidazol-6-yl)-3-(2-morpholinoethyl)quinazolin-4(3H)-one